NC=1C=C(C(=CC1)C1=CC=CC=C1)S(=O)(=O)NCC1=C(C=C(C=C1)OC)OC 4-amino-N-(2,4-dimethoxybenzyl)biphenyl-2-sulfonamide